3-cyano-N-[4-(3-cyanophenyl)-5-(2,6-dimethyl-4-pyridyl)thiazol-2-yl]-3-(hydroxymethyl)azetidine-1-carboxamide C(#N)C1(CN(C1)C(=O)NC=1SC(=C(N1)C1=CC(=CC=C1)C#N)C1=CC(=NC(=C1)C)C)CO